ClCC(=O)NCC1CCN(CC1)C(=O)C1(CCCCC1)NC1=CC=C(C=C1)Cl 2-chloro-N-((1-(1-((4-chlorophenyl)amino)cyclohexane-1-carbonyl)piperidin-4-yl)methyl)acetamide